S1(OCC2=C1C=CC=C2)(=O)=O (3H-2,1-benzoxathiol)-1,1-dioxide